(3-(2-aminoquinazolin-6-yl)-2,4-difluorophenyl)cyclohexanesulfonamide NC1=NC2=CC=C(C=C2C=N1)C=1C(=C(C=CC1F)C1(CCCCC1)S(=O)(=O)N)F